The molecule is a pyrazolidine that is phenylbutazone in which the two methylene hydrogens at postion 3 on the butyl chain are replaced by an oxo group. It has a role as a non-steroidal anti-inflammatory drug and a non-narcotic analgesic. It is a member of pyrazolidines and a methyl ketone. It derives from a phenylbutazone. CC(=O)CCC1C(=O)N(N(C1=O)C2=CC=CC=C2)C3=CC=CC=C3